1-((6-aminopyrazin-2-yl)methyl)-4-(1-(4-(trifluoromethyl)phenyl)-1H-indazol-3-yl)pyridin-2(1H)-one NC1=CN=CC(=N1)CN1C(C=C(C=C1)C1=NN(C2=CC=CC=C12)C1=CC=C(C=C1)C(F)(F)F)=O